N(=NC(C#N)(C(CC)C)C)C(C#N)(C(CC)C)C azobis(dimethylpentanenitrile)